ClC=1C=C(C=CC1C)C(C(=O)NCC=1SC=C2C1CN(C2=O)C2C(NC(CC2)=O)=O)CC 2-(3-chloro-4-methylphenyl)-N-((5-(2,6-dioxopiperidin-3-yl)-4-oxo-5,6-dihydro-4H-thieno[3,4-c]pyrrol-1-yl)methyl)butanamide